2-((3S,4R)-1-(4-(bis((2-(trimethylsilyl)ethoxy)methyl)amino)pyrimidin-2-yl)-3-fluoro-3-methylpiperidin-4-yloxy)ethanol C[Si](CCOCN(C1=NC(=NC=C1)N1C[C@]([C@@H](CC1)OCCO)(C)F)COCC[Si](C)(C)C)(C)C